4-((3-(1,1-difluoroethyl)phenyl)carbamoyl)-1-(4-(difluoromethoxy)phenyl)-3-methyl-1H-pyrazol-5-yl [1,4'-bipiperidine]-1'-carboxylate N1(CCCCC1)C1CCN(CC1)C(=O)OC1=C(C(=NN1C1=CC=C(C=C1)OC(F)F)C)C(NC1=CC(=CC=C1)C(C)(F)F)=O